ClC=1C(NN=CC1N1C[C@@H](CC1)OC1=CC(=CC=C1)C=1C=NN(C1C)C)=O (R)-4-chloro-5-(3-(3-(1,5-dimethyl-1H-pyrazol-4-yl)phenoxy)pyrrolidin-1-yl)pyridazin-3(2H)-one